N1=C2N(C=C1)CCC2O 6,7-dihydro-5H-pyrrolo[1,2-a]imidazol-7-ol